FC(C1=CC=C(O[C@@H]2C[C@H](C2)C=2C=C3C(=CNC3=CC2)NC(OC(C)(C)C)=O)C=C1)(F)F tert-butyl (5-(trans-3-(4-(trifluoromethyl)phenoxy)cyclobutyl)-1H-indol-3-yl)carbamate